2-(4-Heptyloxy-1-butyloxy)-1-ethanol C(CCCCCC)OCCCCOCCO